tert-butyl (1-(6-(cyclopropanesulfonamido)pyrazin-2-yl)propyl)carbamate C1(CC1)S(=O)(=O)NC1=CN=CC(=N1)C(CC)NC(OC(C)(C)C)=O